2,2-dimethyl-4-phenoxy-1-(pyridin-2-yl)butan-1-one CC(C(=O)C1=NC=CC=C1)(CCOC1=CC=CC=C1)C